(Z)-1-(3-(2-((benzyloxy)methyl)-5-(trifluoromethyl)phenyl)-4-oxothiazolidin-2-ylidene)-3-(2-fluoro-4-(1-(4-(trifluoromethoxy)phenyl)-1H-1,2,4-triazol-3-yl)phenyl)urea C(C1=CC=CC=C1)OCC1=C(C=C(C=C1)C(F)(F)F)N1/C(/SCC1=O)=N/C(=O)NC1=C(C=C(C=C1)C1=NN(C=N1)C1=CC=C(C=C1)OC(F)(F)F)F